6-((S)-6-((R)-5-propenoyl-4-methyl-4,5,6,7-tetrahydropyrazolo[1,5-a]pyrazin-2-yl)-7-(2,4-difluoro-6-(2-hydroxyethoxy)phenyl)thieno[3,2-c]pyridin-4-yl)isoindolin-1-one C(C=C)(=O)N1[C@@H](C=2N(CC1)N=C(C2)C2=C(C1=C(C(=N2)C2=CC=C3CNC(C3=C2)=O)C=CS1)C1=C(C=C(C=C1OCCO)F)F)C